C1(=CC=C(C=C1)C#CC1=C(C=O)C=CC=C1)C#CC1=C(C=O)C=CC=C1 4'-(1,4-phenylenedi(acetylene-2,1-diyl))dibenzoaldehyde